N1(C2C(CC1)CNC2)C(=O)OC(C)(C)C tert-Butyl hexahydropyrrolo[3,4-b]pyrrole-1(2H)-carboxylate